C(#N)[C@H](C[C@H]1C(NCCC1)=O)NC(=O)[C@@H]1N([C@@H]2CC([C@H]1CC2)(F)F)C(=O)C2(C1=CC(=CC=C1C=1C=CC(=CC21)Cl)Cl)O (1S,3R,4S)-N-((S)-1-cyano-2-((S)-2-oxopiperidin-3-yl)ethyl)-2-(2,7-dichloro-9-hydroxy-9H-fluorene-9-carbonyl)-5,5-difluoro-2-azabicyclo[2.2.2]octane-3-carboxamide